[N+](=O)(O)[O-].O=C(O)CN(C)C(N)=N Creatine Nitrate